tert-butyl N-(5-bromo-1-methylindazol-3-yl)-N-(tert-butoxycarbonyl)carbamate BrC=1C=C2C(=NN(C2=CC1)C)N(C(OC(C)(C)C)=O)C(=O)OC(C)(C)C